4-phenylpyridin-2-yl-4-methylbenzenesulfonate C1(=CC=CC=C1)C1=CC(=NC=C1)OS(=O)(=O)C1=CC=C(C=C1)C